N,N-dimethyl-thioacetamide tert-butyl-((1-(2-(hydrazinecarbonyl)-6-methylpyridin-4-yl)-1H-pyrazol-4-yl)methyl)carbamate C(C)(C)(C)N(C(O)=O)CC=1C=NN(C1)C1=CC(=NC(=C1)C)C(=O)NN.CN(C(C)=S)C